[4-[(3S)-1-(3-fluoropropyl)pyrrolidin-3-yl]oxyphenyl]-4-(3-hydroxyphenyl)-1,1-dioxo-2,3-dihydro-benzothiepin-8-ol FCCCN1C[C@H](CC1)OC1=CC=C(C=C1)C1S(C2=C(C=C(C1)C1=CC(=CC=C1)O)C=CC(=C2)O)(=O)=O